CN(C1=C(C(=CC=C1)C)C)CCCO N-Methyl-N-(hydroxypropyl)-xylidin